N(=[N+]=[N-])C1(C(CC2=CC=CC=C12)(C)N=[N+]=[N-])C 1,2-Diazido-1,2-dimethyl-2,3-dihydro-1H-indene